aluminum borate salt B([O-])([O-])[O-].[Al+3]